4-Amino-5-chloro-2-methoxy-N-((1-morpholinocycloheptyl)methyl)benzamid NC1=CC(=C(C(=O)NCC2(CCCCCC2)N2CCOCC2)C=C1Cl)OC